C(C)N(CCOC1=C(C=C2C(=NC=NC2=C1)C1=CC=C(C=C1)C(C(=O)N)C1=CC=C(C=C1)C(F)(F)F)OC)CC (4-(7-(2-(diethylamino)ethoxy)-6-methoxyquinazolin-4-yl)phenyl)-2-(4-(trifluoromethyl)phenyl)acetamide